CC=1C=NC2=CC(=CC=C2C1)/C=C/C(=O)OCCOC 2-Methoxyethyl (E)-3-(3-methylquinolin-7-yl)acrylate